C(C)(C)(C)OC(=O)N1[C@@H](C[C@@H](C1)OC1=CC=C(C=C1)C(F)(F)F)COCC.CC=1C=C(OCCOC2=CC(=CC=C2)C)C=CC1 1,2-di-(3-methylphenoxy)ethane tert-butyl-(2S,4S)-2-(ethoxymethyl)-4-(4-(trifluoromethyl)phenoxy)pyrrolidine-1-carboxylate